5-bromo-6-fluoro-3,4-dihydronaphthalen-1(2H)-one BrC1=C2CCCC(C2=CC=C1F)=O